ClC=1C=CC(=C(C1)C1=C2C(=NC=C1)C(=CS2)C(=O)O)C#CCN2C(=NC1=C(C2=O)C(=C(N=C1)N1CCN(CC1)C1CC(C1)(F)F)C#N)C 7-(5-chloro-2-(3-(5-cyano-6-(4-(3,3-difluorocyclobutyl)piperazin-1-yl)-2-methyl-4-oxopyrido[3,4-d]pyrimidin-3(4H)-yl)prop-1-yn-1-yl)phenyl)thieno[3,2-b]pyridine-3-carboxylic acid